3-(benzyloxy)-2-(2,4,6-trimethylphenyl)-5-{2-(methoxyimino)propyl}cyclopent-2-enone C(C1=CC=CC=C1)OC1=C(C(C(C1)CC(C)=NOC)=O)C1=C(C=C(C=C1C)C)C